C1(=CC=CC=C1)C1=NC(=NC(=N1)C1=CC=CC=C1)C1=CC(=C(C#N)C(=C1)N1C2=C(C3=CC=CC=C13)C=CN=C2)N2C1=C(C3=CC=CC=C23)C=CN=C1 4-(4,6-diphenyl-1,3,5-triazin-2-yl)-2,6-bis(9H-pyrido[3,4-b]indol-9-yl)benzonitrile